tert-butyl-(3S)-3-[2-[4-[2-chloro-4-[[5-[6-(dimethylamino)-2,5-difluoro-3-pyridyl]-1-methyl-imidazole-2-carbonyl]amino]benzoyl]piperazin-1-yl]-2-oxo-ethyl]pyrrolidine C(C)(C)(C)N1C[C@@H](CC1)CC(=O)N1CCN(CC1)C(C1=C(C=C(C=C1)NC(=O)C=1N(C(=CN1)C=1C(=NC(=C(C1)F)N(C)C)F)C)Cl)=O